N-[[2-[6-(azetidin-1-yl)-2-pyridyl]-1,6-naphthyridin-7-yl]methyl]-1,1-dioxo-3,5-dihydro-2H-4,1λ6-benzoxathiepine-3-carboxamide N1(CCC1)C1=CC=CC(=N1)C1=NC2=CC(=NC=C2C=C1)CNC(=O)C1CS(C2=C(CO1)C=CC=C2)(=O)=O